F[B-](F)(F)F.C(C)(C)(C)[PH+](C(C)(C)C)C(C)(C)C tritert-butylphosphonium tetrafluoroborate